FC=1C(=C(C2=CC=CC=C2C1)C#N)C1=CC=NN1C 3-fluoro-2-(1-methyl-1H-pyrazol-5-yl)-1-naphthonitrile